ClC=1C=C(C=CC1Cl)NC=1C2=C(N=CN1)C=CC(=N2)N2CCNCC2 N-(3,4-dichlorophenyl)-6-piperazin-1-yl-pyrido[3,2-d]pyrimidin-4-amine